7-((4-trifluoromethylbenzyl)oxy)-4-trifluoromethyl-2H-1-benzopyran-2-one FC(C1=CC=C(COC2=CC3=C(C(=CC(O3)=O)C(F)(F)F)C=C2)C=C1)(F)F